2-(4-(2-(6-methylpyridin-2-yl)-5,6-dihydro-4H-pyrrolo[1,2-b]pyrazole-3-yl)pyridin-2-yl)-1-((2-(trimethylsilyl)ethoxy)methyl)-1,4,5,6-tetrahydropyrrolo[3,4-d]imidazole CC1=CC=CC(=N1)C=1C(=C2N(N1)CCC2)C2=CC(=NC=C2)C2=NC1=C(N2COCC[Si](C)(C)C)CNC1